ClC=1C=C2C(=CC=NC2=CC1)C(=C)C 6-chloro-4-(prop-1-en-2-yl)quinoline